O1COC2=C1C=CC(=C2)C2(CC2)C(=O)NC=2C=C1C=C(NC1=CC2)C(CNC(OC(C)(C)C)=O)(C)C tert-Butyl 2-(5-(1-(benzo[d][1,3]dioxol-5-yl)cyclopropanecarboxamido)-1H-indol-2-yl)-2-methylpropylcarbamate